manganese hydroxide [OH-].[Mn+2].[OH-]